FC1(CCC(CC1)C(C)C1=CC=CC=C1)F 1-(4,4-difluorocyclohexyl)-1-phenylethane